BrC1=C(C=C(C=NNS(=O)(=O)C2=CC=C(C=C2)C)C=C1)OC(F)(F)F N'-(4-bromo-3-(trifluoromethoxy)benzylidene)-4-methylbenzenesulfonohydrazide